ClC1=C(C=C2C=C(N=CC2=C1)NC(=O)[C@H]1[C@@H](C1)C1OCCC1)C1CCN(CC1)[C@]1(COC[C@H]1O)C (1R,2R)-N-(7-chloro-6-(1-((3S,4S)-4-hydroxy-3-methyltetrahydrofuran-3-yl)piperidin-4-yl)isoquinolin-3-yl)-2-(tetrahydrofuran-2-yl)cyclopropane-1-carboxamide